ClC1=CC(=C(C=C1)NC(=O)C=1C=NC=C(C1)C(F)(F)F)C(N[C@H](C(C(=O)NC)=O)C[C@H]1C(N[C@@H](C1)C)=O)=O N-[4-chloro-2-[[(1S)-3-(methylamino)-1-[[(3S,5R)-5-methyl-2-oxo-pyrrolidin-3-yl]methyl]-2,3-dioxo-propyl]carbamoyl]phenyl]-5-(trifluoromethyl)pyridine-3-carboxamide